C(C)(C)(C)OC(=O)N1[C@@H](CN(C[C@@H]1C)C1=CC=C(C2=C1NC(=N2)C)C(=O)O)C 7-[(3R,5S)-4-(tert-butoxycarbonyl)-3,5-dimethylpiperazin-1-yl]-2-methyl-1H-1,3-benzodiazole-4-carboxylic acid